Bis(2-pentylheptyl)9-(2-(diethylamino)ethyl)-5,13-dioxo-4,14-dipropyl-6,12-dioxa-4,9,14-triazaheptadecanedioate C(CCCC)C(COC(CCN(C(OCCN(CCOC(N(CCC(=O)OCC(CCCCC)CCCCC)CCC)=O)CCN(CC)CC)=O)CCC)=O)CCCCC